(S)-1-(but-2-yn-1-yl)-N-(1-cyclohexyl-2-((4-(3,5-dimethyl-1H-pyrazol-4-yl)phenyl)amino)-2-oxoethyl)-1H-pyrazole-5-carboxamide C(C#CC)N1N=CC=C1C(=O)N[C@H](C(=O)NC1=CC=C(C=C1)C=1C(=NNC1C)C)C1CCCCC1